C1(CC2C(CC1)O2)CC[Si](OC)(OC)CCC2CC1C(CC2)O1 bis[2-(3,4-epoxycyclohexyl)ethyl]dimethoxysilane